C=1(C(=CC=CC1)CO)CO.C1(=CC=CC=C1)O.C1(=CC=CC=C1)O bisphenol compound with xylylene glycol